ClC1=CC=C(C=C1)C(=C1C(OCC1)=O)C1=CC=C(C=C1)S(=O)(=O)C 3-[(4-chlorophenyl)[4-(methylsulfonyl)phenyl]methylene]dihydro-2(3H)-furanone